[O-]C1=CC=CC=C1.[O-]C1=CC=CC=C1.[K+].[K+] Di-Potassium Bis-Phenoxide